N-{2,3-difluoro-4-[5-(trifluoromethyl)-1,2,4-oxadiazol-3-yl]benzyl}butanamide tert-butyl-(S)-(3-(7-carbamoyl-5-fluoro-2,3-dimethyl-1H-indol-4-yl)cyclohex-3-en-1-yl)(methyl)carbamate C(C)(C)(C)OC(N(C)[C@@H]1CC(=CCC1)C1=C2C(=C(NC2=C(C=C1F)C(N)=O)C)C)=O.FC1=C(CNC(CCC)=O)C=CC(=C1F)C1=NOC(=N1)C(F)(F)F